O[C@@]1(C(N(CC1)C)=O)C#CC1=CC(=C(C=C1)OC(F)(F)F)B1OC(C(O1)(C)C)(C)C (R)-3-hydroxy-1-methyl-3-((3-(4,4,5,5-tetramethyl-1,3,2-dioxaborolan-2-yl)-4-(trifluoromethoxy)phenyl)ethynyl)pyrrolidin-2-one